CC1=CC=CC(=N1)C=1N=C2N(CC(N2)CC(=O)OCC)C1C1=CC=2C=NC=CC2S1 Ethyl 2-[6-(6-methylpyridin-2-yl)-5-{thieno[3,2-c]pyridin-2-yl}-1H,2H,3H-imidazo[1,2-a][1,3]diazol-2-yl]acetate